2-[2-[4-(4,4,5,5-tetramethyl-1,3,2-dioxaborolan-2-yl)pyrazol-1-yl]ethoxy]ethanol CC1(OB(OC1(C)C)C=1C=NN(C1)CCOCCO)C